3-azepinone hydrochloride Cl.N1=CC(C=CC=C1)=O